C(C)(C1=CC(=C(C(=C1)I)O)I)(C1=CC(=C(C(=C1)I)O)I)C1=CC(=C(C(=C1)I)O)I 4,4',4''-(ethane-1,1,1-triyl)tris(2,6-diiodophenol)